O=C1NC(CC[C@@H]1N1C(C2=CC=C(C=C2C1)O[C@@H]1CN(CC1)CC=1C=C2C=CC(=NC2=C(C1)F)[C@@H](CC(=O)O)CCO)=O)=O |o1:34| rel-3-(6-{[(3S)-3-({2-[(3S)-2,6-dioxopiperidin-3-yl]-1-oxo-2,3-dihydro-1H-isoindol-5-yl}oxy)pyrrolidin-1-yl]methyl}-8-fluoroquinolin-2-yl)-5-hydroxypentanoic acid